NC1=C(SC2=NC(=CN=C21)C)C(=O)NC2CC=1C(=CC(=NC1CC2)N2CCC1C2CNC1)F 7-amino-N-(4-fluoro-2-{octahydropyrrolo[2,3-c]pyrrol-1-yl}-5,6,7,8-tetrahydroquinolin-6-yl)-3-methylthieno[2,3-b]pyrazine-6-carboxamide